[Si](C)(C)(C(C)(C)C)N1[C@@H]([C@H](C1=O)[C@H](C)O[Si](C)(C)C(C)(C)C)[C@H](C(=O)OCC1=CC=CC=C1)C Benzyl (R)-2-((2S,3S)-1-(tert-butyldimethylsilyl)-3-((S)-1-((tert-butyldimethylsilyl)oxy)ethyl)-4-oxoazetidin-2-yl)propanoate